FC1=C(C(=CC=C1)OC)C1=NC=CC2=C1CN(C2=O)C2=NC(=C(C=C2)C=2C=NN(C2)C)N[C@@H]2CNCC2 4-(2-fluoro-6-methoxyphenyl)-2-(5-(1-methyl-1H-pyrazol-4-yl)-6-(((S)-pyrrolidin-3-yl)amino)pyridin-2-yl)-2,3-dihydro-1H-pyrrolo[3,4-c]pyridin-1-one